O1CCN(CC1)C=1C=C(C=C(C1)S(=O)(=O)C1=CC=C(C)C=C1)C=1C=NC(=NC1)N 5-(3-morpholino-5-tosylphenyl)pyrimidin-2-amine